COC(=O)[C@H]1N[C@H](CC1)CCC(C)C (2S,5S)-5-isopentylpyrrolidine-2-carboxylic acid methyl ester